C(C)OS(=O)CCCC butane-1-sulfinic acid ethyl ester